1-chlorohexylimidazole ClC(CCCCC)C=1NC=CN1